FC(C1=C(C=CC=C1)CN1NC(C=2CN(CCC21)C(=O)OC(C)(C)C)=O)F Tert-Butyl 1-[[2-(difluoromethyl)phenyl]methyl]-3-oxo-1H,2H,3H,4H,5H,6H,7H-pyrazolo[4,3-c]pyridine-5-carboxylate